FC=1C=C(C=2CCCC(C2C1)O)C#N 3-fluoro-5-hydroxy-5,6,7,8-tetrahydronaphthalene-1-carbonitrile